tert-butyl 4-[3-(2,3-dichlorophenyl)-1H-pyrazolo[3,4-b]pyrazin-6-yl]piperazine-1-carboxylate ClC1=C(C=CC=C1Cl)C1=NNC2=NC(=CN=C21)N2CCN(CC2)C(=O)OC(C)(C)C